1-(4-amino-3-iodo-phenyl)-2,2,2-trifluoro-ethanone NC1=C(C=C(C=C1)C(C(F)(F)F)=O)I